ClC=1C=C2C(=NC(=NC2=C(C1C1=CC=CC2=C1N=C(S2)N)F)OC[C@H]2N(CCC2)C)N2CC(C(CCC2)F)(F)F 4-(6-chloro-8-fluoro-2-(((S)-1-methylpyrrolidin-2-yl)-methoxy)-4-(3,3,4-trifluoro-azepan-1-yl)quinazolin-7-yl)benzo[d]thiazol-2-amine